5-{4-amino-7-[3-(dimethylamino)prop-1-ynyl]-2-{4-[(2-fluoroacrylamido)]-2-methylphenyl}-1-methylpyrrolo[3,2-c]pyridin-3-yl}-3-chloro-N-(2,2,2-trifluoroethyl)pyridine-2-carboxamide NC1=NC=C(C2=C1C(=C(N2C)C2=C(C=C(C=C2)NC(C(=C)F)=O)C)C=2C=C(C(=NC2)C(=O)NCC(F)(F)F)Cl)C#CCN(C)C